3-Amino-N-[4-[4-chloro-3-(1-methyl-4-piperidyl)phenoxy]-6-(2-isopropylphenyl)pyrimidin-2-yl]benzenesulfonamide NC=1C=C(C=CC1)S(=O)(=O)NC1=NC(=CC(=N1)OC1=CC(=C(C=C1)Cl)C1CCN(CC1)C)C1=C(C=CC=C1)C(C)C